2-((S)-2,2-dimethyltetrahydro-2H-pyran-4-yl)-6-((1S,2R)-2-ethynyl-1-(5-carbonyl-4,5-dihydro-1,2,4-oxadiazol-3-yl)cyclopropyl)-6H-thieno[2,3-b]pyrrole-5-carboxylic acid CC1(OCC[C@@H](C1)C1=CC2=C(N(C(=C2)C(=O)O)[C@@]2([C@H](C2)C#C)C2=NOC(N2)=C=O)S1)C